(2-hydroxy-5-(1-methylvinyl)-2-methylcyclohexyl)-triethylammonium OC1(C(CC(CC1)C(=C)C)[N+](CC)(CC)CC)C